OC[C@H](C1=CC=CC=C1)NC1=NC(=NC=C1C=1OC(=NN1)C(F)(F)F)NC1=CC=C(C(=O)N(C)C)C=C1 4-[[4-[[(1S)-2-hydroxy-1-phenyl-ethyl]amino]-5-[5-(trifluoromethyl)-1,3,4-oxadiazol-2-yl]pyrimidin-2-yl]amino]-N,N-dimethyl-benzamide